ClC1=NN(C=C1I)C=1C=C(C=CC1)NC(C=C)=O N-(3-(3-chloro-4-iodo-1H-pyrazol-1-yl)phenyl)acrylamide